3-chloro-5-(1-ethyl-1H-pyrazol-4-yl)-7-p-toluenesulfonyl-7H-pyrrolo[2,3-c]pyridazine ClC1=CC2=C(N=N1)N(C=C2C=2C=NN(C2)CC)S(=O)(=O)C2=CC=C(C)C=C2